Cl.CC1(CC2(CNCCO2)CC=2C=NOC21)C 7,7-dimethyl-6,7-dihydro-4H-spiro[benzo[d]isoxazole-5,2'-morpholine] hydrochloride